2-((4-chloro-2-methylphenyl)-amino)-5-(trifluoromethyl)nicotinic acid ClC1=CC(=C(C=C1)NC1=C(C(=O)O)C=C(C=N1)C(F)(F)F)C